6-{3-[6-(tert-butyl)-3-pyridylamino]-1-propynyl}-4-(1-methyl-4-piperidylamino)-1-(2,2,2-trifluoroethyl)indole C(C)(C)(C)C1=CC=C(C=N1)NCC#CC1=CC(=C2C=CN(C2=C1)CC(F)(F)F)NC1CCN(CC1)C